FC(F)(F)C=1C(=NC=CC1)[NH3+] (trifluoromethyl)pyridin-2-aminium